FC1=C(C=CC=C1CC1N(CC2(CC2)C1NS(=O)(=O)C)C(=O)NC(C)C)C1=CC=CC=C1 6-((2-fluoro-[1,1'-biphenyl]-3-yl)methyl)-N-isopropyl-7-(methylsulfonamido)-5-azaspiro[2.4]heptane-5-carboxamide